CC1(CCNCC1)C(NC1=CN=CS1)=N 4-methyl-N-(1,3-thiazol-5-yl)piperidine-4-carboximidamide